CN([C@@H](CSC([2H])([2H])[2H])C(=O)O)C([C@@H](NC(=O)OC(C)(C)C)[C@H](O)C)=O methyl-N-((tert-butoxycarbonyl)-L-threonyl)-S-(methyl-d3)-L-cysteine